C(CCCCCCCCCCC)NCCCCCCNCCCCCCCCCCCC N',N-di(dodecyl)hexane-1,6-diamine